tert-butyl 4-(7-(5-((2,4-difluorophenyl)sulfonamido)-6-methoxypyridin-3-yl)quinazolin-4-yl)piperazine-1-carboxylate FC1=C(C=CC(=C1)F)S(=O)(=O)NC=1C=C(C=NC1OC)C1=CC=C2C(=NC=NC2=C1)N1CCN(CC1)C(=O)OC(C)(C)C